C1(CCCCCCCCCCCC(=O)OCCO1)=O ethylene brassylate